NC1=NC=C(C=N1)C(=O)NC1=NC=2C(=C(C=CC2C=2N1CCN2)OCCCN2CCN(CC2)C(=O)OC2=C(C=CC=C2)CC(=O)O)OC 2-{2-[4-(3-{[5-(2-aminopyrimidine-5-amido)-7-methoxy-2H,3H-imidazo[1,2-c]quinazolin-8-yl]oxy}propyl)piperazine-1-carbonyloxy]phenyl}acetic acid